12-(2-chlorophenyl)-7-fluoro-11-(pyrrolidin-3-yl)-2,3,10-triazatricyclo[7.3.1.0^{5,13}]trideca-1,5(13),6,8-tetraen-4-one ClC1=C(C=CC=C1)C1C(NC2=CC(=CC=3C(NN=C1C32)=O)F)C3CNCC3